3-((2-fluoro-4-(5-(trifluoromethyl)-1,2,4-oxadiazol-3-yl)benzyl)amino)-4-(pyridin-3-ylamino)cyclobut-3-ene-1,2-dione FC1=C(CNC=2C(C(C2NC=2C=NC=CC2)=O)=O)C=CC(=C1)C1=NOC(=N1)C(F)(F)F